tri-Ammonium Citrate C(CC(O)(C(=O)[O-])CC(=O)[O-])(=O)[O-].[NH4+].[NH4+].[NH4+]